methyl (1R,2S,5S)-3-benzoyl-6,6-dimethyl-3-azabicyclo[3.1.0]hexane-2-carboxylate C(C1=CC=CC=C1)(=O)N1[C@@H]([C@H]2C([C@H]2C1)(C)C)C(=O)OC